ClC=1C=CC=2C(=C3C(=NC2C1)CCC3)C(CCN)N 1-(6-chloro-2,3-dihydro-1H-cyclopenta[b]quinolin-9-yl)propane-1,3-diamine